5-(1-methyl-1-methanesulfonyl-ethyl)pyridine-3-carboxylic acid CC(C)(S(=O)(=O)C)C=1C=C(C=NC1)C(=O)O